NC1=CC=C(CN2CCN(CC2C)C)C=C1 1-(4-aminobenzyl)-4,6-dimethylpiperazin